ClC1=C(CNC(=O)N2[C@@H](CCC2)C(=O)NCC=2C=NC=CC2)C=CC=C1C(F)(F)F (S)-N1-(2-Chloro-3-(trifluoromethyl)benzyl)-N2-(pyridin-3-ylmethyl)pyrrolidine-1,2-dicarboxamide